1,3-dinitronaphthalene [N+](=O)([O-])C1=CC(=CC2=CC=CC=C12)[N+](=O)[O-]